N1C[C@@H](CCC1)N (R)-piperidin-3-amine